ClC1=CC=C(C=C1)NC=1C=NC=CC1NC(=O)C=1C=NC=CC1 N-{3-[(4-Chlorophenyl)amino]pyridin-4-yl}pyridine-3-carboxamide